(R)-2-(((S)-1-(benzyloxy)-1-oxopropan-2-yl)carbamoyl)-4-(naphthalen-1-yl)piperazine-1-carboxylic acid tert-butyl ester C(C)(C)(C)OC(=O)N1[C@H](CN(CC1)C1=CC=CC2=CC=CC=C12)C(N[C@H](C(=O)OCC1=CC=CC=C1)C)=O